C=C=C=C BUTADIENEN